C(C)N1C=CC2=CC=C(C=C12)C=1C=C(C=CC1)[C@H](CC(=O)[O-])NC(=O)NC=1C(N(C=CC1[O-])C)=O.[Na+].[Na+] Natrium (S)-3-(3-(1-Ethyl-1H-indol-6-yl)phenyl)-3-(3-(1-methyl-4-oxido-2-oxo-1,2-dihydropyridin-3-yl)ureido)propanoat